(E)-ethyl 3-(2-(((tetrahydro-2H-pyran-2-yl)oxy)methyl)thiazol-5-yl)acrylate O1C(CCCC1)OCC=1SC(=CN1)/C=C/C(=O)OCC